(±)-6-(difluoromethyl-d)-8-(trans-2-hydroxy-2-methylcyclopentyl)-2-((1-(methylsulfonyl)piperidin-4-yl)amino)pyrido[2,3-d]pyrimidin-7(8H)-one FC(C1=CC2=C(N=C(N=C2)NC2CCN(CC2)S(=O)(=O)C)N(C1=O)[C@H]1[C@](CCC1)(C)O)([2H])F |r|